CN1C(CCC1)C=1C=NC=CC1 3-(1-methylpyrrolidine-2-yl)pyridine